6-tert-butyl-5-chloro-2-(4,4-difluoro-azepan-1-yl)pyridin-3-amine C(C)(C)(C)C1=C(C=C(C(=N1)N1CCC(CCC1)(F)F)N)Cl